γ-methacryloxyprolyltriethoxysilane C(C(=C)C)(=O)OC1C[C@H](NC1)C(=O)[Si](OCC)(OCC)OCC